C1(CCCC1)CC(=O)N1C(NC=C1)N1CCCC1 2-cyclopentyl-1-(2-(pyrrolidin-1-yl)-dihydro-1H-imidazol-1-yl)ethanone